C(C)N1CCN(CC1)C1=C(C#N)C=CC(=C1)F 2-(4-ethylpiperazin-1-yl)-4-fluorobenzonitrile